octadecyl-3,4-epoxycyclohexylformate C(CCCCCCCCCCCCCCCCC)OC(=O)C1CC2C(CC1)O2